N-octadecenyl-2-(3,4,5-tris-(tert-butylcarbonyloxy)-phenyl)-3,5,7-tris-(tert-butylcarbonyloxy)-quinolin-4-one C(=CCCCCCCCCCCCCCCCC)N1C(=C(C(C2=C(C=C(C=C12)OC(=O)C(C)(C)C)OC(=O)C(C)(C)C)=O)OC(=O)C(C)(C)C)C1=CC(=C(C(=C1)OC(=O)C(C)(C)C)OC(=O)C(C)(C)C)OC(=O)C(C)(C)C